5-(vinylsulfonylamino)-2-oxo-1H-indole C(=C)S(=O)(=O)NC=1C=C2CC(NC2=CC1)=O